C(=O)O.CC(C(O)=O)(NCNC(CCCCCCCCCCC)=O)NC(=N)N methylguanidino-17-methyl-1-oxa-4,6-diaza-heptadecane-2,7-dione formate